CN1CC(C1)(C)[C@@](C=1C=C(C=NC1)C1=NOC(=N1)C1(CCCCC1)O)(C1=CC=C(C=C1)C(C)C)O 1-(3-{5-[(R)-(1,3-Dimethyl-azetidin-3-yl)-hydroxy-(4-isopropyl-phenyl)-methyl]-pyridin-3-yl}-[1,2,4]oxadiazol-5-yl)-cyclohexanol